trans-(1r,4r)-4-methylcyclohexan-1-amine C[C@@H]1CC[C@H](CC1)N